FC(C=1C=NNC1)(F)F 4-(trifluoromethyl)pyrazole